6-(1-((5-chloro-1-methyl-1H-pyrazol-4-yl)sulfonyl)piperidin-4-yl-2,2,6,6-d4)-7-methyl-[1,2,4]triazolo[1,5-a]pyridine ClC1=C(C=NN1C)S(=O)(=O)N1C(CC(CC1([2H])[2H])C=1C(=CC=2N(C1)N=CN2)C)([2H])[2H]